C(C(=O)C)(=O)OC(C)C isopropyl pyruvate